O1C(OCC1)CC1=CC2=C(N(C(N2C)=O)N2CCNCC2)C=C1 [5-(1,3-dioxolan-2-ylmethyl)-3-methyl-2-oxo-benzimidazol-1-yl]Piperazine